C(C)(C)(C)C1=C(CO)C(=CC=C1)C(C)(C)C 2,6-di-tert.butylhydroxytoluene